NC1=C(C(=O)NC2COC2)C=C(C=N1)C1=C(C=C(C=C1)NC([C@H](O)C1=CC(=CC(=C1)F)F)=O)C (R)-2-amino-5-(4-(2-(3,5-difluorophenyl)-2-hydroxyacetamido)-2-methylphenyl)-N-(oxetan-3-yl)nicotinamide